1-(4-((5-(quinoxalin-6-yl)-7H-pyrrolo[2,3-d]pyrimidin-2-yl)amino)piperidin-1-yl)ethan-1-one N1=CC=NC2=CC(=CC=C12)C1=CNC=2N=C(N=CC21)NC2CCN(CC2)C(C)=O